FC(C(=O)O)(F)F.FC1=CC=2N(C=C1NC(=O)N1CCC=3C1=NC=CC3N3C[C@@H](N(CC3)C(C)C)C)C=C(N2)C (S)-N-(7-fluoro-2-methylimidazo[1,2-a]pyridin-6-yl)-4-(4-isopropyl-3-methylpiperazin-1-yl)-2,3-dihydro-1H-pyrrolo[2,3-b]pyridine-1-carboxamide 2,2,2-trifluoroacetate